3,5-difluoro-4-{[1,2,4]triazolo[1,5-a]pyridin-5-yl}benzonitrile FC=1C=C(C#N)C=C(C1C1=CC=CC=2N1N=CN2)F